C1(=CC=CC=C1)P1(C(C(C(C1)(C)C)C)(C)C)=O 1-phenyl-2,2,3,4,4-pentamethylphospholane-1-oxide